BrC1=CC2=C(NC(=N2)[C@H](CC(C(F)(F)F)(C)C)N[S@](=O)C(C)(C)C)C=C1 (R)-N-((S)-1-(5-bromo-1H-benzo[d]imidazol-2-yl)-4,4,4-trifluoro-3,3-dimethylbutyl)-2-methylpropane-2-sulfinamide